1-methyl-3-pentyl-imidazolium bromide [Br-].CN1C=[N+](C=C1)CCCCC